4-bromo-1-(phenylsulfonyl)-1H-pyrrolo[2,3-c]Pyridine BrC1=C2C(=CN=C1)N(C=C2)S(=O)(=O)C2=CC=CC=C2